1-(4-chlorobenzyl)-3-(4-(pyridin-3-ylmethoxy)phenyl)urea ClC1=CC=C(CNC(=O)NC2=CC=C(C=C2)OCC=2C=NC=CC2)C=C1